1-((2R,3S,4S,5R)-3,4-dihydroxy-5-(hydroxymethyl)tetrahydrofuran-2-yl)pyrimidine-2,4(1H,3H)-dione O[C@@H]1[C@@H](O[C@@H]([C@H]1O)CO)N1C(NC(C=C1)=O)=O